FC=1C=C(C=CC1F)C1(C[C@@H](N(CC1)S(=O)(=O)C1=CC=C(C)C=C1)C)C(=O)O (2S)-4-(3,4-difluorophenyl)-2-methyl-1-tosylpiperidine-4-carboxylic acid